4-[4-(2-chlorophenoxy)piperidin-1-yl]-1-methyl-2-oxo-1,2-dihydroquinoline-3-carbonitrile ClC1=C(OC2CCN(CC2)C2=C(C(N(C3=CC=CC=C23)C)=O)C#N)C=CC=C1